Tert-butyl N-[(1r,4r)-4-{2-[3-(4-{4-fluoro-2-[(3R)-3-methylmorpholine-4-carbonyl]phenyl}-1-methyl-1H-indazol-6-yl)azetidin-1-yl]propyl}cyclohexyl]carbamate FC1=CC(=C(C=C1)C1=C2C=NN(C2=CC(=C1)C1CN(C1)C(CC1CCC(CC1)NC(OC(C)(C)C)=O)C)C)C(=O)N1[C@@H](COCC1)C